C=C(C)C1=CC=CC2=CC=CC=C12 1-(prop-1-en-2-yl)naphthalene